NC(C(=O)O)CCC1=CC=C(C=C1)SC 2-amino-4-(4-(methylthio)phenyl)butanoic acid